CN(CCNC(C1=NC=C(C=C1)C[125I])=O)C N-(2-(dimethylamino)ethyl)-5-([125I]iodomethyl)picolinamide